(S)-N-(1-(4-(benzylthio)-3-(trifluoromethyl)phenylamino)-1-oxo-3-phenylpropan-2-yl)-4-fluorobenzamide C(C1=CC=CC=C1)SC1=C(C=C(C=C1)NC([C@H](CC1=CC=CC=C1)NC(C1=CC=C(C=C1)F)=O)=O)C(F)(F)F